C1(=CC=CC=C1)CCCCC(=O)NC=1C=CC2=C(C(=CS2)C2CCN3CCCCC3CC2)C1 5-(5-phenylpentanoyl)amino-3-(1-azabicyclo[5.4.0]undecan-4-yl)-benzothiophene